FC(OF)(F)F trifluoro(fluorooxy)methane